FC=1C(=C(C=CC1)C1C2=C(NC(=C1C(=O)OC)CF)COC2=O)C(F)(F)F methyl 4-(3-fluoro-2-(trifluoromethyl) phenyl)-2-(fluoromethyl)-5-oxo-1,4,5,7-tetrahydrofurano[3,4-b]pyridine-3-carboxylate